2,2-di(t-butylperoxy)decane tert-butyl-3-cyclopropyl-5-{2-[1-(3,4-difluorophenyl)pyrazol-4-yl]propanamido}pyrazole-1-carboxylate C(C)(C)(C)OC(=O)N1N=C(C=C1NC(C(C)C=1C=NN(C1)C1=CC(=C(C=C1)F)F)=O)C1CC1.C(C)(C)(C)OOC(C)(CCCCCCCC)OOC(C)(C)C